C(C)(C)(C)C=1SC(=C(N1)C=1C(=C(C=CC1)C(CC)S(=O)(=O)N)F)C1=NC(=NC=C1)NCC1CCNCC1 [3-(2-tert-butyl-5-{2-[(piperidin-4-ylmethyl)amino]pyrimidin-4-yl}-1,3-thiazol-4-yl)-2-fluorophenyl]propane-1-sulfonamide